ClC1=C(C=C(C=C1N1[C@H](CN(CC1)[C@H]1COCC1)C)C#N)NC1=NC=2N(C(=N1)NC1CC1)N=CC2C#N 2-({2-chloro-5-cyano-3-[(2S)-2-methyl-4-[(3R)-oxolan-3-yl]piperazin-1-yl]phenyl}amino)-4-(cyclopropylamino)pyrazolo[1,5-a][1,3,5]triazine-8-carbonitrile